6-chloro-1-(1-(difluoromethyl)-1H-pyrazol-4-yl)-4-isopropyl-2,7-naphthyridine ClC=1C=C2C(=CN=C(C2=CN1)C=1C=NN(C1)C(F)F)C(C)C